2-[[1-(1,3-benzoxazol-2-yl)piperidin-4-yl]methyl]-6-(2,4-dimethyl-1,3-thiazol-5-yl)pyridazin-3-one O1C(=NC2=C1C=CC=C2)N2CCC(CC2)CN2N=C(C=CC2=O)C2=C(N=C(S2)C)C